C(C)C=1C=C2C=3C=CC=C(C3NC2=CC1)/C=C/C1=CC=C(C=C1)NC1=CC=CC=C1 N-(4-((E)-2-(6-ethylcarbazolyl)vinyl)phenyl)aniline